7-((trans)-4-(azetidin-3-ylamino)cyclohexyl)-5-(4-phenoxyphenyl)-7H-pyrrolo[2,3-d]pyrimidin-4-amine N1CC(C1)N[C@@H]1CC[C@H](CC1)N1C=C(C2=C1N=CN=C2N)C2=CC=C(C=C2)OC2=CC=CC=C2